C(#N)C=1C(=NC(=CC1C)C)O 3-cyano-2-hydroxy-4,6-dimethylpyridine